C(C)(C)(C)OC(=O)N(C1=C(C(=CC(=C1)N1CCC1)C1=NN(C=N1)C)OC)C(=O)OC(C)(C)C N,N-di-(tert-Butoxycarbonyl)-5-(azetidin-1-yl)-2-methoxy-3-(1-methyl-1H-1,2,4-triazol-3-yl)aniline